COC=1C=C2C(C=C(OC2=CC1)C1=CC=C(C=C1)OC1=NC=CC=C1)=O 6-methoxy-2-(4-(pyridin-2-yloxy)phenyl)-4H-chromen-4-one